BrC=1C=C(C=CC1)S 3-bromophenyl mercaptan